3-(2-(4-((2-(4-([1,4'-bipiperidin]-4-ylmethyl)piperazin-1-yl)pyrimidin-4-yl)methoxy)phenyl)propan-2-yl)-5-chlorobenzonitrile trifluoroacetate FC(C(=O)O)(F)F.N1(CCC(CC1)CN1CCN(CC1)C1=NC=CC(=N1)COC1=CC=C(C=C1)C(C)(C)C=1C=C(C#N)C=C(C1)Cl)C1CCNCC1